1-[6-(2-hydroxy-4,6-dimethyl-phenyl)pyridazin-3-yl]indolin-6-ol OC1=C(C(=CC(=C1)C)C)C1=CC=C(N=N1)N1CCC2=CC=C(C=C12)O